FC1=C(C=C(C=C1)F)C(CC#CC#CC1=C2C(=NC=C1C(=O)N)N(N=C2)CC2=CC=C(C=C2)OC)C=2C(N(C=CC2)C)=O 4-(6-(2,5-Difluorophenyl)-6-(1-methyl-2-oxo-1,2-dihydropyridin-3-yl)hex-1,3-diyn-1-yl)-1-(4-methoxybenzyl)-1H-pyrazolo[3,4-b]pyridine-5-carboxamide